(N-(4-Amino-5-benzoylthiazol-2-yl)-2,4-difluoroanilino)propanamid NC=1N=C(SC1C(C1=CC=CC=C1)=O)N(C1=C(C=C(C=C1)F)F)C(C(=O)N)C